3-(2-Aminopyridin-4-yl)-N-((6-(3-(trifluoromethyl)piperazin-1-yl)pyridin-2-yl)methyl)-1H-pyrrolo[2,3-b]pyridin-4-amine NC1=NC=CC(=C1)C1=CNC=2N=CC=C(C21)NCC2=NC(=CC=C2)N2CC(NCC2)C(F)(F)F